NC1=CC(=C(C=C1OC)N1CCC(CC1)N1CC(C1)N(C)C)CC 1-(1-(4-amino-2-ethyl-5-methoxyphenyl)piperidin-4-yl)-N,N-dimethylazetidin-3-amine